CC1=C(C(=CC(=C1C=1C=NC=CC1)C)C)[B] (2,4,6-trimethyl-3-(pyridin-3-yl)phenyl)boron